IC1=NN(C2=CC=C(C=C12)N(CCCNC(OCC1=CC=CC=C1)=O)C)C1OCCCC1 benzyl N-[3-[(3-iodo-1-tetrahydropyran-2-yl-indazol-5-yl)-methyl-amino]propyl]carbamate